BrC=1N=NN(C1C(=O)O)C 4-bromo-1-methyl-1H-1,2,3-triazole-5-Formic acid